1-N-pentadecyl-2-piperidone C(CCCCCCCCCCCCCC)N1C(CCCC1)=O